FC(OC1=CC=C(C=C1)N(C1CCN(CC1)C(=O)C1=CC=C(C#N)C=C1)C=1C=NC=CC1OC)F 4-(4-((4-(Difluoromethoxy)phenyl)(4-methoxypyridin-3-yl)amino)piperidine-1-carbonyl)benzonitrile